FC1=C(C(=CC=C1)F)C1=N[C@H](C2=NN=C(N2C=2SC=3C(CCOCC3C12)F)C)C (7S)-9-(2,6-difluorophenyl)-16-fluoro-3,7-dimethyl-13-oxa-18-thia-2,4,5,8-tetraazatetracyclo[8.8.0.02,6.011,17]octadeca-1(10),3,5,8,11(17)-pentaene